C(C)(=O)N[C@@H](C(=O)N[C@H](C(=O)OC(C)C)CCC(C=[N+]=[N-])=O)CC1=CNC2=C(C=CC=C12)F isopropyl (S)-2-((R)-2-acetamido-3-(7-fluoro-1H-indol-3-yl) propanamido)-6-diazo-5-oxohexanoate